3-(3-(2,2-difluoroethoxy)azetidin-3-yl)pyridine FC(COC1(CNC1)C=1C=NC=CC1)F